[N+](=[N-])=CC(CC[C@@H](C(=O)OC(C)C)NC([C@H](CCCC)OCC)=O)=O isopropyl (S)-6-diazo-2-((S)-2-ethoxyhexanamido)-5-oxohexanoate